3-((4-((3-chloro-2-fluorophenyl)amino)-6-nitroquinazolin-7-yl)ethynyl)-3-methylpiperidine-1-carboxylic acid tert-butyl ester C(C)(C)(C)OC(=O)N1CC(CCC1)(C)C#CC1=C(C=C2C(=NC=NC2=C1)NC1=C(C(=CC=C1)Cl)F)[N+](=O)[O-]